methyl (S)-8-bromo-9-(4-((1-(3-fluoropropyl)pyrrolidin-3-yl)amino)phenyl)-6,7-dihydro-5H-benzo[7]annulene-3-carboxylate BrC=1CCCC2=C(C1C1=CC=C(C=C1)N[C@@H]1CN(CC1)CCCF)C=CC(=C2)C(=O)OC